C12C=CC(CC1)C2COC2=NN(C=C2)C(=O)OC(C)(C)C Tert-Butyl 3-(7-bicyclo[2.2.1]hept-2-enylmethoxy)pyrazole-1-carboxylate